NC1=C(C(=NN1C(C)C)C1=CC=C(C=C1)C(C)C(NC1=CC(=NO1)CC(C)(C)C)=O)C(=O)N 5-Amino-3-[4-(1-[[3-(2,2-dimethylpropyl)-1,2-oxazol-5-yl]carbamoyl]ethyl)phenyl]-1-isopropylpyrazole-4-carboxamide